3'-deoxy-N,N-dimethyl-3'-[(O-methyl-L-tyrosyl)amino]adenosine CN(C=1C=2N=CN([C@H]3[C@H](O)[C@@H]([C@@H](CO)O3)NC([C@@H](N)CC3=CC=C(C=C3)OC)=O)C2N=CN1)C